CC(CCC(C)C)NC1=CC=C(C=C1)NC(CCC(C)C)C N,N'-bis(1,4-dimethyl-pentyl)-p-phenylenediamine